FC1=C(C=C(C=C1)O)C1=N[C@H](C=2N(C3=C1C(=C(C=C3)C(F)(F)F)Cl)C(=NN2)C)C 4-Fluoro-3-[(4S)-7-chloro-1,4-dimethyl-8-(trifluoromethyl)-4H-[1,2,4]triazolo[4,3-a][1,4]benzodiazepine-6-Yl]phenol